3-[(3-fluorosulfonyloxybenzoyl)amino]-2,6-dioxo-piperidine FS(=O)(=O)OC=1C=C(C(=O)NC2C(NC(CC2)=O)=O)C=CC1